4-(1-methyl-1H-pyrazole-yl)-N-((3S,4S)-(2,4-difluorophenyl)piperidin-3-yl)-2-fluorobenzamide CN1N=C(C=C1)C1=CC(=C(C(=O)N[C@@H]2CN(CCC2)C2=C(C=C(C=C2)F)F)C=C1)F